COC1=C(C(=CC=C1C)OC)S(=O)(=O)N 2,6-Dimethoxy-3-methylbenzenesulfonamide